N1=CC=C(C=C1)C1=C(NC=2N=CC=3CCN(CC3C21)C(=O)OC(C)(C)C)[Si](C)(C)C tert-butyl 9-(pyridin-4-yl)-8-(trimethylsilyl)-1,3,4,7-tetrahydro-2H-pyrrolo[2,3-c][2,6]naphthyridine-2-carboxylate